O1[C@@H](CC1)CN1C(=NC2=C1C=C(C=C2)C(=O)O)CN2CCC(CC2)C2=NC(=CC=C2)OCC2=CC=C1C=NN(C1=C2)C2COC2 (S)-1-(oxetan-2-ylmethyl)-2-((4-(6-((1-(oxetan-3-yl)-1H-indazol-6-yl)methoxy)pyridin-2-yl)piperidin-1-yl)methyl)-1H-benzo[d]imidazole-6-carboxylic acid